C(C)(=O)N[C@H]1[C@@H](O)O[C@@H]([C@@H]([C@@H]1O)O)CO 2-(acetamido)-2-deoxy-α-D-galactopyranose